O1C(NC2=C1C=CC(=C2)NC2=NC(=NC=C2C)NC=2N=NC(=CC2)N2CCN(CC2)C)=O N4-(benzo[d]oxazol-2(3H)-on-5-yl)-N2-(6-(4-methylpiperazin-1-yl)pyridazin-3-yl)-5-methylpyrimidine-2,4-diamine